C(C)(C)(C)C1=CC(=C(C(=C1)C)[S])C 4-tert-butyl-2,6-dimethylphenylsulfur